FC1=C([O-])C=C(C=C1)F.[Li+] lithium 2,5-difluorophenoxide